FC=1C=C(C=CC1)C1=NC(=CC=C1/C=C/C(=O)NC1=CC=CC=2NC(NC21)=O)C(F)(F)F (E)-3-(2-(3-Fluorophenyl)-6-(trifluoromethyl)pyridin-3-yl)-N-(2-oxo-2,3-dihydro-1H-benzo[d]imidazol-4-yl)acrylamid